FC=1C=C(C(=NC1)OCCNC(OC(C)(C)C)=O)[C@@H]1N(C[C@H](C1)F)C1=NC=2N(C=C1)N=CC2N tert-butyl (2-((5-fluoro-3-((2R,4S)-4-fluoro-1-(3-aminopyrazolo[1,5-a]pyrimidin-5-yl)pyrrolidin-2-yl)pyridin-2-yl)oxy)ethyl)carbamate